FC=1C=C(C(=C(C1)NC(OC(C)(C)C)=O)C)B1OC(C(O1)(C)C)(C)C tert-butyl (5-fluoro-2-methyl-3-(4,4,5,5-tetramethyl-1,3,2-dioxaborolan-2-yl)phenyl)carbamate